C(C(C)C)C=1C=C(C#N)C=C(C1)CC(C)C 3,5-diisobutylbenzonitrile